2-(4-(5-(3-Cyclopentyl-2,3,4,5-tetrahydro-1H-benzo[d]azepin-7-yl)-1H-pyrazolo[3,4-b]pyridin-3-yl)phenyl)-2-methylpropanenitrile C1(CCCC1)N1CCC2=C(CC1)C=C(C=C2)C=2C=C1C(=NC2)NN=C1C1=CC=C(C=C1)C(C#N)(C)C